FC=1C=C2C=NN(C2=C(C1O)C)C1=CC=C(C=C1)C1=CC(=CC=C1)O 5-Fluoro-1-(3'-hydroxy-[1,1'-biphenyl]-4-yl)-7-methyl-1H-indazol-6-ol